2-[4-(2,2-difluorocyclopropyl)-6-methoxy-pyrimidin-5-yl]-9-[[4-[1-methyl-4-(trifluoromethyl)imidazol-2-yl]phenyl]methyl]-7-(2,2,2-trifluoroethyl)purin-8-imine FC1(C(C1)C1=NC=NC(=C1C1=NC=C2N(C(N(C2=N1)CC1=CC=C(C=C1)C=1N(C=C(N1)C(F)(F)F)C)=N)CC(F)(F)F)OC)F